methyl (2S)-3-{3-bromo-4-fluoro-2-[(4-methoxyphenyl) methoxy]phenyl}-2-[(tert-butoxycarbonyl)amino]propanoate BrC=1C(=C(C=CC1F)C[C@@H](C(=O)OC)NC(=O)OC(C)(C)C)OCC1=CC=C(C=C1)OC